3-(4-{2-[(3-amino-2-ethoxypropyl)amino]ethyl}piperazin-1-yl)-2-ethoxypropan-1-amine NCC(CNCCN1CCN(CC1)CC(CN)OCC)OCC